N(=[N+]=[N-])[C@H]1[C@H](C[C@H](CC1)C(=O)N(C)OC)O[Si](C)(C)C(C)(C)C (1S,3S,4R)-4-azido-3-[1,1-dimethylethyl(dimethyl)silyl]oxy-N-methoxy-N-methyl-cyclohexanecarboxamide